C(C=C)(=O)N1C(CC(CC1)N1C=NC=2C(=NC=3C(N(C=CC3C21)C2=CC(=CC1=CC=CC=C21)O)=O)N2CC(C2)N(C)C)CC#N 2-(1-acryloyl-4-(4-(3-(dimethylamino)azetidin-1-yl)-7-(3-hydroxynaphthalen-1-yl)-6-oxo-6,7-dihydro-1H-imidazo[4,5-c][1,7]naphthyridin-1-yl)piperidin-2-yl)acetonitrile